ClC=1C=C(C=CC1)C1=NC2=C(N=C(C(=C2C=C1)O)C(=O)OC)I methyl 2-(3-chlorophenyl)-5-hydroxy-8-iodo-1,7-naphthyridine-6-carboxylate